6-[4-(3-Chloro-2-fluoro-anilino)-7-methoxy-quinazolin-6-yl]-2,6-diazaspiro[3.4]octan-7-one ClC=1C(=C(NC2=NC=NC3=CC(=C(C=C23)N2CC3(CNC3)CC2=O)OC)C=CC1)F